C(C)(=O)O.C(C)(=O)O.CC1=C(O)C(=CC(=C1C)O)C 2,3,6-trimethylhydroquinone diacetate